ClC1=C(C(=C(C=C1OC)OC)Cl)C1=CC2=C(N=C(N=C2)N[C@H]2[C@H](COC2)NC(C=C)=O)C(=N1)CC1N(CCC1)C N-((3R,4S)-4-((6-(2,6-dichloro-3,5-dimethoxyphenyl)-8-((1-methylpyrrolidin-2-yl)methyl)pyrido[3,4-d]pyrimidin-2-yl)amino)tetrahydrofuran-3-yl)acrylamide